FC1(C(NCC1)=O)F 3,3-difluoropyrrolidin-2-one